FC1=CC=C(C=C1)N1N=CC2=C1C=C1CCN(C[C@]1(C2)C(=O)OC)S(=O)(=O)C2=CC=C(C=C2)C(F)(F)F (R)-methyl 1-(4-fluorophenyl)-6-((4-(trifluoromethyl)phenyl)sulfonyl)-4,4a,5,6,7,8-hexahydro-1H-pyrazolo[3,4-g]isoquinoline-4a-carboxylate